(2S,3R)-tert-butyl 3-(azidomethyl)-2-(benzyloxycarbonylamino)-6-(4,4,5,5-tetramethyl-1,3,2-dioxaborolan-2-yl)hexanoate N(=[N+]=[N-])C[C@H]([C@@H](C(=O)OC(C)(C)C)NC(=O)OCC1=CC=CC=C1)CCCB1OC(C(O1)(C)C)(C)C